(rac)-6-((3aR,6aS)-1,2,3,3a,4,6a-hexahydrocyclopenta[c]pyrrol-5-yl)-5-methyl-1-(1-methyl-1H-pyrazol-4-yl)-1H-indazole C1NC[C@H]2[C@@H]1C=C(C2)C2=C(C=C1C=NN(C1=C2)C=2C=NN(C2)C)C |r|